NCCOC=1C=C2C(=NC(=NC2=CC1OC)Cl)NCC=1OC=CC1 6-(2-Aminoethoxy)-2-chloro-N-(furan-2-ylmethyl)-7-methoxyquinazolin-4-amine